(E)-4-oxo-4-phenylbut-2-en-2-yl N2-(((9H-fluoren-9-yl)methoxy)carbonyl)-N5-trityl-L-glutaminate C1=CC=CC=2C3=CC=CC=C3C(C12)COC(=O)N[C@@H](CCC(NC(C1=CC=CC=C1)(C1=CC=CC=C1)C1=CC=CC=C1)=O)C(=O)O\C(\C)=C\C(C1=CC=CC=C1)=O